ClC1=CC2=C(N(C(N=C2N2C(CN(CC2)C(=O)OC(C)(C)C)C)=O)C2=C(C=CC=C2)C(C)C)N=C1C=1C(=NC=CC1)OC tert-butyl 4-(6-chloro-1-(2-isopropylphenyl)-7-(2-methoxypyridin-3-yl)-2-oxo-1,2-dihydropyrido[2,3-d]pyrimidin-4-yl)-3-methylpiperazine-1-carboxylate